CC=1C=C(C=C(C1OC)C)[P]C1=CC(=C(C(=C1)C)OC)C bis(3,5-dimethyl-4-methoxyphenyl)phosphorus